6-(2,2-difluoroethoxy)-4-(4-(difluoromethoxy)phenyl)-8-(hydroxymethyl)-2-(2-methyl-2H-indazol-5-yl)pyrido[3,2-c]pyridazin-3(2H)-one FC(COC=1C=C(C2=NN(C(C(=C2N1)C1=CC=C(C=C1)OC(F)F)=O)C1=CC2=CN(N=C2C=C1)C)CO)F